N-[(1R,3s,5S)-8-Azabicyclo[3.2.1]octan-3-yl]-N-methyl-5-[4-(1H-pyrazol-4-yl)phenyl][1,3]thiazolo[5,4-d][1,3]thiazol-2-amin Trifluoroacetat FC(C(=O)O)(F)F.[C@H]12CC(C[C@H](CC1)N2)N(C=2SC=1N=C(SC1N2)C2=CC=C(C=C2)C=2C=NNC2)C